rac-(1r,2r,4s,5r,6s)-N-(6-ethoxy-4-(trifluoromethyl)pyridin-2-yl)-4-(2-fluoropyridin-4-yl)-6-hydroxy-8-oxatricyclo[3.2.1.02,4]octane-2-carboxamide C(C)OC1=CC(=CC(=N1)NC(=O)[C@]12[C@H]3C[C@@H]([C@@H]([C@@]2(C1)C1=CC(=NC=C1)F)O3)O)C(F)(F)F |r|